1-(dimethoxymethyl)-2,3,4,9-tetrahydro-1H-pyrido[3,4-b]indole-3-carboxylic acid COC(C1NC(CC2=C1NC1=CC=CC=C21)C(=O)O)OC